[N+](=O)([O-])C1=CNC=CC1=O 3-nitro-1H-pyridin-4-one